OC1=C(C(=O)C2=CC=C(C=C2)C)C=CC(=C1)OCC 2-hydroxy-4-ethoxy-4'-methylbenzophenone